1-(cyclopropylmethyl)-7-(4-(difluoromethoxy)phenyl)-5-(2,3-dimethyl-2H-indazol-5-yl)-1,7-dihydro-6H-pyrazolo[3,4-b]pyridin-6-one C1(CC1)CN1N=CC2=C1N(C(C(=C2)C2=CC1=C(N(N=C1C=C2)C)C)=O)C2=CC=C(C=C2)OC(F)F